7-Methyl-1,2,3,4-tetrahydroisoquinolin-1-one CC1=CC=C2CCNC(C2=C1)=O